tert-Butyl (1-(5-chloro-3-cyano-6-((3-(3-hydroxy-3-methylbutyl)-1-methyl-2-oxo-2,3-dihydro-1H-benzo[d]imidazol-5-yl)amino)pyridin-2-yl)-5-methylpiperidin-3-yl)carbamate ClC=1C=C(C(=NC1NC1=CC2=C(N(C(N2CCC(C)(C)O)=O)C)C=C1)N1CC(CC(C1)C)NC(OC(C)(C)C)=O)C#N